1-(1,2,3,4-tetrahydroisoquinolin-6-yl)-1,3-diazinane-2,4-dione C1NCCC2=CC(=CC=C12)N1C(NC(CC1)=O)=O